N-(3-chloro-5-fluoroisonicotinyl)-O-(4-(5,6,7,8-tetrahydro-1,8-naphthyridin-2-yl)butyl)-homoserine ClC1=C(CN[C@@H](CCOCCCCC2=NC=3NCCCC3C=C2)C(=O)O)C(=CN=C1)F